OC(CC(=O)N[C@@H](C)C1=CC(=CC=C1)OC(F)(F)F)C1(CC1)C(F)(F)F 3-hydroxy-N-((S)-1-(3-(trifluoro-methoxy)phenyl)ethyl)-3-(1-(trifluoromethyl)cyclopropyl)propanamide